2-amino-4-phosphobutyric acid NC(C(=O)O)CCP(=O)=O